C1(CC1)C1=NC=CC(=C1)C1=NOC(=N1)C(C)C1=C(C(=O)N)C=CC=C1 (1-(3-(2-cyclopropylpyridin-4-yl)-1,2,4-oxadiazol-5-yl)ethyl)benzamide